ClC1=NN(C2=CC(=CC=C12)COC=1C(=NC=CC1)C1CCCCN1C(=O)[O-])C 6-(((3-chloro-1-methyl-1H-indazol-6-yl)methoxy)pyridin-2-yl)piperidine-1-carboxylate